methyl (6S)-6-butyl-3,8-dioxo-1-(2-thienyl)-2-(2-thienylmethyl)-4-oxa-2,7,9-triazadodecan-12-oate C(CCC)[C@@H](COC(N(CC=1SC=CC1)CC=1SC=CC1)=O)NC(NCCC(=O)OC)=O